3-(((6-bromo-2-(trifluoromethyl)quinolin-4-yl)amino)methyl)-3-(4-fluoro-1H-pyrazol-1-yl)-N-(methyl-d3)azetidine-1-carboxamide BrC=1C=C2C(=CC(=NC2=CC1)C(F)(F)F)NCC1(CN(C1)C(=O)NC([2H])([2H])[2H])N1N=CC(=C1)F